NC=1C(=C(C=CC1)C1=C(C(=CC=C1)C1=CC=C(C(=N1)OC)CN1C2CCC(C1)(CC2)C(=O)OC)Cl)C methyl 2-((6-(3'-amino-2-chloro-2'-methyl-[1,1'-biphenyl]-3-yl)-2-methoxypyridin-3-yl)methyl)-2-azabicyclo[2.2.2]octane-4-carboxylate